C(C)(C)C1=C(NC2=CC=C(C=C12)C1CCNCC1)C=1C=C(C=2N(C1)N=NN2)CO (6-(3-isopropyl-5-(piperidin-4-yl)-1H-indol-2-yl)tetrazolo[1,5-a]pyridin-8-yl)methanol